4-(3-chloro-5-hydroxybenzyl)piperazine-1-carboxylic acid tert-butyl ester C(C)(C)(C)OC(=O)N1CCN(CC1)CC1=CC(=CC(=C1)O)Cl